2-fluoro-N-(2-hydroxy-1,1-dimethyl-ethyl)-5-methoxy-benzamide FC1=C(C(=O)NC(CO)(C)C)C=C(C=C1)OC